(2S,3S)-3-(3,4-difluoro-2-methoxyphenyl)-5-methyltetrahydrofuran-2-carboxylic acid ethyl ester C(C)OC(=O)[C@H]1OC(C[C@H]1C1=C(C(=C(C=C1)F)F)OC)C